cis-3,6-dichloro-1-(3-((5-methyl-1-(2-methyltetrahydro-2H-pyran-4-yl)-4-nitro-1H-pyrazol-3-yl)oxy)propyl)-1H-pyrazolo[3,4-d]pyrimidine ClC1=NN(C2=NC(=NC=C21)Cl)CCCOC2=NN(C(=C2[N+](=O)[O-])C)[C@@H]2C[C@@H](OCC2)C